COC1=CC(=CC(=C1O)OC)/C=C/C(=O)O[C@@H]2[C@H]([C@@H](CO[C@H]2O[C@@H]3[C@H]([C@@H]([C@H](O[C@H]3OC4=C(OC5=CC(=O)C=C(C5=C4)O[C@H]6[C@@H]([C@H]([C@@H]([C@H](O6)COC(=O)CC(=O)[O-])O)O)O)C7=CC(=C(C=C7)O)O)COC(=O)/C=C/C8=CC=C(C=C8)O[C@H]9[C@@H]([C@H]([C@@H]([C@H](O9)CO)O)O)O)O)O)O)O The molecule is a carbohydrate acid derivative anion obtained by deprotonation of the carboxy and 7-hydroxy groups of cyanidin 3-O-[6-O-(4-O-beta-D-glucosyl-p-coumaroyl)-2-O-(2-O-sinapoyl-beta-D-xylosyl)-beta-D-glucosyl]-5-O-(6-O-malonyl-beta-D-glucoside). It is a conjugate base of a cyanidin 3-O-[6-O-(4-O-beta-D-glucosyl-p-coumaroyl)-2-O-(2-O-sinapoyl-beta-D-xylosyl)-beta-D-glucosyl]-5-O-(6-O-malonyl-beta-D-glucoside).